ethyl (E)-N-(5-((3-bromophenyl)(methyl)amino)-7-fluoro-[1,2,4]triazolo[4,3-a]quinazolin-8-yl)formohydrazonate BrC=1C=C(C=CC1)N(C1=NC=2N(C3=CC(=C(C=C13)F)N/N=C/OCC)C=NN2)C